(4-(N,N-dimethylsulfamoyl)phenyl)6,7,8,9-tetrahydro-1H-pyrrolo[3,2-h]-isoquinoline-2,3-dione CN(S(=O)(=O)C1=CC=C(C=C1)N1C(C(C=2C=CC=3CCNCC3C21)=O)=O)C